FC(C=1C=CC(=NC1)OC1CCN(CC1)CC#N)(F)F 2-(4-(5-(trifluoromethyl)pyridin-2-yloxy)piperidin-1-yl)acetonitrile